ClC=1C(=NC=C(C1)Cl)C=O 3,5-dichloro-pyridine-2-carbaldehyde